C(C)OC(C1=CC(=CC=C1)Br)OCC 3-bromobenzaldehyde diethyl acetal